ClC=1C(N(C(=CC1[C@@H]1[C@H](C1)C1=CC=C(C=C1)F)C)C1=CC(=NC=C1C)N1N=C(C=C1)C(=O)O)=O 1-(3-chloro-4-((1S,2S)-2-(4-fluorophenyl)cyclopropyl)-5',6-dimethyl-2-oxo-2H-[1,4'-bipyridin]-2'-yl)-1H-pyrazole-3-carboxylic acid